Ethanolamine Phosphonate P(O)(O)=O.C(O)CN